(S)-3-((9-ethyl-2-(((1R,2S)-2-hydroxy-2,3-dihydro-1H-inden-1-yl)amino)-9H-purin-6-yl)amino)-N-methylpyrrolidine-1-sulfonamide C(C)N1C2=NC(=NC(=C2N=C1)N[C@@H]1CN(CC1)S(=O)(=O)NC)N[C@H]1[C@H](CC2=CC=CC=C12)O